alpha-hydroxypalmitic acid OC(C(=O)O)CCCCCCCCCCCCCC